2,4-dimethylbenzyl ether CC1=C(COCC2=C(C=C(C=C2)C)C)C=CC(=C1)C